COC1=CC=C(C=C1)C(CSC1=NN=NN1C1=C(C(=O)O)C=CC=C1)=O (5-((2-(4-methoxyphenyl)-2-oxoethyl)thio)-1H-tetrazol-1-yl)benzoic acid